FCC12OCC(C1)(C2)C#N 1-(fluoromethyl)-2-oxabicyclo[2.1.1]Hexane-4-carbonitrile